8-methyl-3-(2-{[(3S)-piperidin-3-yl]amino}-5-(trifluoromethyl)pyrimidin-4-yl)-1H,4H,7H,8H,9H-pyrrolo[2,3-c]azocin-9-one CN1C(C2=C(CC=CC1)C(=CN2)C2=NC(=NC=C2C(F)(F)F)N[C@@H]2CNCCC2)=O